4-[(3R)-3,4-dihydro-5,7-dimethoxy-6-(3-methyl-2-buten-1-yl)-2H-1-benzopyran-3-yl]-2-(3-Methyl-2-buten-1-yl)-1,3-benzenediol COC1=C(C(=CC2=C1C[C@@H](CO2)C2=C(C(=C(C=C2)O)CC=C(C)C)O)OC)CC=C(C)C